(S)-5-bromo-2-(1-cyclopropylethyl)-7-((3-fluoro-3-methylazetidin-1-yl)sulfonyl)isoindolin-1-one BrC=1C=C2CN(C(C2=C(C1)S(=O)(=O)N1CC(C1)(C)F)=O)[C@@H](C)C1CC1